F[C@H]1CN(CC[C@H]1NC1=NN2C(C(=N1)OC)=C(C=C2)C=2C=CC1=C(N(N=N1)[C@H](CF)C)C2)C2COC2 N-((3S,4R)-3-fluoro-1-(oxetan-3-yl)piperidin-4-yl)-5-(1-((S)-1-fluoropropan-2-yl)-1H-benzo[d][1,2,3]triazol-6-yl)-4-methoxypyrrolo[2,1-f][1,2,4]triazin-2-amine